[O-2].[O-2].[Ti+4].[Al+3] Aluminum-titanium dioxide